1-[3-(ethyldiethoxysilyl)phenyl]-1-phenylethene C(C)[Si](C=1C=C(C=CC1)C(=C)C1=CC=CC=C1)(OCC)OCC